N-(3-(4-methylpiperazin-1-yl)-5-(trifluoromethyl)-phenyl)-6-(pyrazolo[1,5-a]pyrazine-3-carbonyl)-4,5,6,7-tetrahydrothieno-[2,3-c]pyridine-3-carboxamide CN1CCN(CC1)C=1C=C(C=C(C1)C(F)(F)F)NC(=O)C1=CSC=2CN(CCC21)C(=O)C=2C=NN1C2C=NC=C1